ClC=1C=NC=C(C1[C@@H](C)OC=1C=C2C(=NNC2=CC1)C=1N=NC(=CC1)N1CC(C1)(OCCN1CCCC1)C)Cl (R)-5-(1-(3,5-dichloropyridin-4-yl)ethoxy)-3-(6-(3-methyl-3-(2-(pyrrolidin-1-yl)ethoxy)azetidin-1-yl)pyridazin-3-yl)-1H-indazole